C(C)(C)(C)OC(CN1C[C@@H](CC1)CCC)=O alpha-((R)-3-propyl-pyrrolidine-1-yl)acetic acid tert-butyl ester